C(C1=CC=CC=C1)OC(=O)NCCNNC(=O)OC(C)(C)C tert-butyl 2-(2-(((benzyloxy)carbonyl)amino)ethyl)hydrazine-1-carboxylate